4-allyloxy-1-pentene C(C=C)OC(CC=C)C